ClC1=C(C=CC(=C1)Cl)S(=O)(=O)NC(=O)C=1OC2=C(C1)C=CC(=C2)N(C)C N-(2,4-dichlorobenzene-1-sulfonyl)-6-(dimethylamino)-1-benzofuran-2-carboxamide